(±)-N-Methyl-2,3,4,4a,5,6-hexahydro-1H-pyrazino[1,2-d]pyrido[2,3-b][1,4]oxazepine-9-carboxamide hydrochloride Cl.CNC(=O)C=1C=CC2=C(OCC[C@H]3N2CCNC3)N1 |r|